CC1(C2C=CC(C1)C2)C 5,5-dimethylnorbornene